CN1C(C=C(C=C1)C=1C=C(C=2N(C1)N=CC2C#N)C=2C=NC(=CC2)N2CCNCC2)=O 6-(1-methyl-2-oxo-1,2-dihydropyridin-4-yl)-4-(6-(piperazin-1-yl)pyridin-3-yl)pyrazolo[1,5-a]pyridine-3-carbonitrile